CN1C=NC(=C1)CCN 2-(1-methyl-1H-imidazol-4-yl)ethylamine